1-(3-chloro-5-(trifluoromethoxy)phenyl)-3-(2-chloropyridin-4-yl)urea ClC=1C=C(C=C(C1)OC(F)(F)F)NC(=O)NC1=CC(=NC=C1)Cl